C(CCCC)C(CO)CCCCCCCC 2-pentyldecan-1-ol